(S)-2-((S)-4,4-difluoro-3-(6-oxo-1,6-dihydropyridin-3-yl)piperidin-1-yl)-N-(5-(2,4-difluorophenoxy)pyrazin-2-yl)propanamide FC1([C@H](CN(CC1)[C@H](C(=O)NC1=NC=C(N=C1)OC1=C(C=C(C=C1)F)F)C)C1=CNC(C=C1)=O)F